tert-butyl (2-(4-((2-(((R or S)-1-(benzyloxy)hexan-3-yl)oxy)-4-(bis(2,4-dimethoxybenzyl)amino)imidazo[2,1-f][1,2,4]triazin-7-yl)(hydroxy)methyl)-3-ethoxyphenoxy)ethyl)(methyl)carbamate C(C1=CC=CC=C1)OCC[C@@H](CCC)OC1=NN2C(C(=N1)N(CC1=C(C=C(C=C1)OC)OC)CC1=C(C=C(C=C1)OC)OC)=NC=C2C(C2=C(C=C(OCCN(C(OC(C)(C)C)=O)C)C=C2)OCC)O |o1:10|